NC1CC(C1)(O)CO (1s,3s)-3-amino-1-(hydroxymethyl)cyclobutanol